1-(1-(1-(ethylsulfonyl)pyrrolidin-3-yl)-6-(benzenesulfonyl)-1,6-dihydroimidazo[4,5-d]pyrrolo[2,3-b]pyridin-2-yl)ethanol C(C)S(=O)(=O)N1CC(CC1)N1C(=NC=2C1=C1C(=NC2)N(C=C1)S(=O)(=O)C1=CC=CC=C1)C(C)O